N[C@H](CO)C=1C=C(C=CC1)C (S)-2-Amino-2-(m-tolyl)ethan-1-ol